5,7-bis(phenoxyacetylthiomethyl)-1,11-bis(phenoxyacetylthio)-3,6,9-trithiaundecane O(C1=CC=CC=C1)CC(=O)SCC(CSCCSC(COC1=CC=CC=C1)=O)SC(CSCCSC(COC1=CC=CC=C1)=O)CSC(COC1=CC=CC=C1)=O